COC=1C=C(CNN2C(C=C(C=C2C)OCC2=CC(=CC=C2)OC)=O)C=CC1 1-((3-methoxybenzyl)amino)-4-((3-methoxybenzyl)oxy)-6-methylpyridin-2(1H)-one